CC(C)C1=CCC(=C)CC1 The molecule is one of three isomeric monoterpenes differing in the positions of their two double bonds (alpha- and gamma-terpinene being the others). In beta-terpinene the double bonds are at the 1(7)- and 3-positions of the p-menthane skeleton. beta-Terpinene has no known natural source.